tert-butyl (3-chloro-4-(4-((5-chloro-6-(2H-1,2,3-triazol-2-yl)pyridin-3-yl)carbamoyl)-5-(trifluoromethyl)-1H-pyrazol-1-yl)pyridin-2-yl)carbamate ClC=1C(=NC=CC1N1N=CC(=C1C(F)(F)F)C(NC=1C=NC(=C(C1)Cl)N1N=CC=N1)=O)NC(OC(C)(C)C)=O